C(CC)C1C(=O)OCC1 (4R)-propyl-butyrolactone